C(C)(=O)O[C@@H](CC(=O)OCCCCCC)C hexyl (R)-3-acetoxybutyrate